N-(4-((3,5-dimethylpiperidin-1-yl)sulfonyl)phenyl)acetamide CC1CN(CC(C1)C)S(=O)(=O)C1=CC=C(C=C1)NC(C)=O